C(#N)C12CCC(CC1)(CC2)NC(C(C)(C)N2N=CC(=C2)C#CC2CN(C2)C=2C=C1C(N(C(C1=CC2)=O)C2C(NC(CC2)=O)=O)=O)=O N-(4-cyanobicyclo[2.2.2]octan-1-yl)-2-(4-((1-(2-(2,6-dioxopiperidin-3-yl)-1,3-dioxoisoindolin-5-yl)azetidin-3-yl)ethynyl)-1H-pyrazol-1-yl)-2-methylpropanamide